C(C)(=O)NC=1C=C(C(=O)NC=2SC=C(C3=C(N2)C=CC=C3)F)C=CC1 3-(acetylamino)-N-(5-fluorobenzo[d][1,3]thiazepin-2-yl)benzamide